NC1=C2C(=C3C(=N1)C=CS3)N(C(=N2)CCCC)CC=2SC=C(N2)CO (2-((4-amino-2-butyl-1H-imidazo[4,5-d]thieno[3,2-b]pyridin-1-yl)methyl)thiazol-4-yl)methanol